O[C@@](C)(CC)C=1NC(C=2SC(=C3OCCCC1C23)C=2C=NNC2)=O (S)-5-(2-hydroxybutan-2-yl)-1-(1H-pyrazol-4-yl)-4,6,7,8-tetrahydro-3H-9-oxa-2-thia-4-azabenzo[cd]azulen-3-one